ClC1=CC=C(CC=2C=3N(C4=C(C2)N(CC4(C)C)C(CN4[C@H](CN[C@@H](C4)C)CN4[C@@H](COCC4)C)=O)N=CN3)C=C1 1-(4-(4-chlorobenzyl)-8,8-dimethyl-7,8-dihydro-6H-pyrrolo[2,3-e][1,2,4]triazolo[1,5-a]pyridin-6-yl)-2-((2R,5R)-5-methyl-2-(((R)-3-methylmorpholino)methyl)piperazin-1-yl)ethan-1-one